FC(C1=CC=C(CN2CCC(CC2)(O)C=2C=C3C(N(C(C3=CC2)=O)C2C(NC(CC2)=O)=O)=O)C=C1)F 5-(1-(4-(difluoromethyl)benzyl)-4-hydroxypiperidin-4-yl)-2-(2,6-dioxopiperidin-3-yl)isoindoline-1,3-dione